(2R,3S,5R)-5-(6-amino-2-fluoro-9H-purin-9-yl)-2-ethynyl-2-((propionyloxy)methyl)tetra-hydrofuran-3-yl stearate C(CCCCCCCCCCCCCCCCC)(=O)O[C@@H]1[C@](O[C@H](C1)N1C2=NC(=NC(=C2N=C1)N)F)(COC(CC)=O)C#C